C1(=CC=CS1)C(=O)O thenic Acid